ethyl 2-(2-formyl-6-methoxyphenoxy)butanoate C(=O)C1=C(OC(C(=O)OCC)CC)C(=CC=C1)OC